N-[6-[[6-(trifluoromethyl)-2-pyridinyl]amino]-1,3-benzothiazol-2-yl]carbamic acid tert-butyl ester C(C)(C)(C)OC(NC=1SC2=C(N1)C=CC(=C2)NC2=NC(=CC=C2)C(F)(F)F)=O